(6aR,9R)-N,N-diethyl-7-(Cyclopropylmethyl)-4,6,6a,7,8,9-hexahydroindolo[4,3-fg]quinoline-9-carboxamide C(C)N(C(=O)[C@H]1CN([C@@H]2CC=3C4=C(C2=C1)C=CC=C4NC3)CC3CC3)CC